FC=1C=CC=C2C3=C(C=CC(C[C@]4(C[C@H](CC4)NS(=O)(=O)C)C=4OC=C(COC12)N4)=C3F)F N-[(1'S,14R)-6,19,20-trifluorospiro[8,12-dioxa-21-azatetracyclo[14.3.1.110,13.02,7]henicosa-1(19),2,4,6,10,13(21),16(20),17-octaene-14,3'-cyclopentane]-1'-yl]methanesulfonamide